ClC=1C=CC(=C(C1)NC(C=NO)=O)I N-(5-chloro-2-iodo-phenyl)-2-hydroxyimino-acetamide